9,9'-(4-(3,6-dimethyl-9H-carbazol-9-yl)-2,6-bis(2,6-diphenylpyrimidin-4-yl)-1,3-phenylene)bis(3-methyl-9H-carbazole) CC=1C=CC=2N(C3=CC=C(C=C3C2C1)C)C1=C(C(=C(C(=C1)C1=NC(=NC(=C1)C1=CC=CC=C1)C1=CC=CC=C1)N1C2=CC=CC=C2C=2C=C(C=CC12)C)C1=NC(=NC(=C1)C1=CC=CC=C1)C1=CC=CC=C1)N1C2=CC=CC=C2C=2C=C(C=CC12)C